N1=C(N=C(C=C1)N1C(C2=CC(=C(C=C2C1CC)OC)F)=O)C1=NC=CC=N1 2-([2,2'-bipyrimidin]-4-yl)-3-ethyl-6-fluoro-5-methoxyisoindolin-1-one